potassium 3-diethoxymethylsilylpropanethiolate C(C)OC(OCC)[SiH2]CCC[S-].[K+]